C(CCCC)C=1C(=NC(=NC1)N)N pentylpyrimidine-2,4-diamine